1,3-bis(3-isocyanato-4-methylphenyl)-1,3-diazetidin-2,4-dione N(=C=O)C=1C=C(C=CC1C)N1C(N(C1=O)C1=CC(=C(C=C1)C)N=C=O)=O